[Ni].C(#N)CCOP(Cl)N(C(C)C)C(C)C 2-cyanoethoxy-N,N-diisopropylaminochlorophosphine nickel